({4-[(2-methoxyphenyl)amino]-5-(methylcarbamoyl)pyridin-2-yl}amino)pyridine-4-carboxylic acid COC1=C(C=CC=C1)NC1=CC(=NC=C1C(NC)=O)NC1=NC=CC(=C1)C(=O)O